(E)-4-(4-fluoro-2-methoxyphenyl)-2,4,7-trimethylocta-2,6-dienal FC1=CC(=C(C=C1)C(/C=C(/C=O)\C)(CC=C(C)C)C)OC